3-(3-(3-fluoro-4-(2-(pyridin-3-yl)acetamido)phenoxy)azetidin-1-yl)-2-(1H-pyrrole-1-yl)benzoic acid FC=1C=C(OC2CN(C2)C=2C(=C(C(=O)O)C=CC2)N2C=CC=C2)C=CC1NC(CC=1C=NC=CC1)=O